N(C(=O)N)C[C@H](CCCC(C(=O)O)=N)CC (4R,4aR,5R,6S,7S,9S,10S,10aR,11S)-6-(ureidomethyl)-2-iminooctanoic acid